4-(1-(tert-butylsulfonamido)-2-fluoroethyl)-4-methylpiperidine-1-carboxylic acid tert-butyl ester C(C)(C)(C)OC(=O)N1CCC(CC1)(C)C(CF)NS(=O)(=O)C(C)(C)C